bis-(2-naphthol) phosphate P(=O)(O)(O)O.C1=C(C=CC2=CC=CC=C12)O.C1=C(C=CC2=CC=CC=C12)O